tert-Butyl 7-((5-bromo-6-methoxypyridin-2-yl)oxy)-2-azaspiro[3.5]nonane-2-carboxylate BrC=1C=CC(=NC1OC)OC1CCC2(CN(C2)C(=O)OC(C)(C)C)CC1